N-((6-chloropyridin-3-yl)methyl)-4-methoxy-6-(1H-pyrazol-1-yl)nicotinamide ClC1=CC=C(C=N1)CNC(C1=CN=C(C=C1OC)N1N=CC=C1)=O